N1=C(C=NC=C1)CCN1C=CC2=CC(=CC=C12)N 1-[2-(pyrazin-2-yl)ethyl]indol-5-amine